5-(trifluoromethyl)-6-((3-(4-(5-(trifluoromethyl)pyrimidin-2-yl)piperazine-1-carbonyl)azetidin-1-yl)methyl)pyridazin-3(2H)-one FC(C1=CC(NN=C1CN1CC(C1)C(=O)N1CCN(CC1)C1=NC=C(C=N1)C(F)(F)F)=O)(F)F